(3-(2,6-difluorophenyl)-3H-imidazo[4,5-b]pyridin-6-yl)methylamine FC1=C(C(=CC=C1)F)N1C=NC=2C1=NC=C(C2)CN